2-((3-(3-chloro-5-fluoro-2-methoxy-8,9-dihydropyrido[3',2':4,5]pyrrolo[1,2-a]pyrazin-7(6H)-yl)-3-oxopropoxy)methyl)azetidin ClC1=CC=2C(=C3N(CCN(C3)C(CCOCC3NCC3)=O)C2N=C1OC)F